BrC1=C(C(=NC(=C1F)F)F)F 4-bromo-2,3,5,6-tetrafluoropyridine